Ethyl 5-(4-(difluoromethyl)-6-((R)-3-methoxytetrahydrofuran-3-yl)pyridin-2-yl)-7-(tetrahydrofuran-3-yl)pyrrolo[1,2-c]pyrimidine-3-carboxylate FC(C1=CC(=NC(=C1)[C@]1(COCC1)OC)C=1C=C(N2C=NC(=CC21)C(=O)OCC)C2COCC2)F